N1=C(C=CC=C1)CP(CC1=NC=CC=C1)CC1=NC=CC=C1 tris(2-pyridylmethyl)phosphine